N-(2-(difluoromethoxy)-6-methylpyridin-3-yl)-3-(2-isopropyl-5-methoxyphenyl)azetidine-3-carboxamide FC(OC1=NC(=CC=C1NC(=O)C1(CNC1)C1=C(C=CC(=C1)OC)C(C)C)C)F